(R)-tert-Butyl 4-((R)-3-amino-3-(4-chlorobenzyl)piperidin-1-yl)-3-benzyl-4-oxobutanoate N[C@@]1(CN(CCC1)C([C@@H](CC(=O)OC(C)(C)C)CC1=CC=CC=C1)=O)CC1=CC=C(C=C1)Cl